FC=1C=C(C=C2CC(CC12)CNCCC1CN(C(O1)=O)C1=NC2=C(OCC(N2)=O)N=C1)NC(=O)[C@H]1N(CCC1)C(=O)OC(C)(C)C tert-butyl (2S)-2-[[7-fluoro-2-[[2-[2-oxo-3-(3-oxo-4H-pyrazino[2,3-b][1,4]oxazin-6-yl)oxazolidin-5-yl]ethylamino]methyl]indan-5-yl]carbamoyl]pyrrolidine-1-carboxylate